2,2',2''-(10-(4-((2-(2-(2-aminoethoxy)ethoxy)ethyl)amino)-1-carboxy-4-oxobutyl)-1,4,7,10-tetraazacyclododecane-1,4,7-triyl)triacetic acid NCCOCCOCCNC(CCC(C(=O)O)N1CCN(CCN(CCN(CC1)CC(=O)O)CC(=O)O)CC(=O)O)=O